N1=CNCC=C1 3,4-dihydropyrimidine